N1=C(SC=2C1=CC=1CCNC1C2)C=2SC[C@@H](N2)C(=O)O (S)-2-(6,7-dihydro-5H-thiazolo[4,5-f]indol-2-yl)-4,5-dihydrothiazole-4-carboxylic acid